3-(((R)-1-(3-((1S,6R)-3-oxabicyclo[4.1.0]heptan-6-yl)-2-cyano-7-methylquinoxalin-5-yl)ethyl)amino)-6-chloropicolinic acid [C@H]12COCC[C@@]2(C1)C=1C(=NC2=CC(=CC(=C2N1)[C@@H](C)NC=1C(=NC(=CC1)Cl)C(=O)O)C)C#N